4-Amino-N-(1-((5-cyano-2-fluorophenyl)amino)-6-methylisoquinolin-5-yl)quinazoline-8-carboxamide NC1=NC=NC2=C(C=CC=C12)C(=O)NC1=C2C=CN=C(C2=CC=C1C)NC1=C(C=CC(=C1)C#N)F